(R)-2-(3-cyano-6-methyl-4-(trifluoromethyl)pyridin-2-ylamino)-3-mercapto-N-methyl-N-m-tolylpropanamide C(#N)C=1C(=NC(=CC1C(F)(F)F)C)N[C@H](C(=O)N(C=1C=C(C=CC1)C)C)CS